bromotris(dimethylamino)phosphorus Br[P](N(C)C)(N(C)C)N(C)C